8-(bicyclo[2.2.1]heptan-2-yl)-N-(3-fluoro-5-(1-(4-fluorophenyl)-1H-pyrazol-4-yl)benzyl)-7H-purine-6-carboxamide C12C(CC(CC1)C2)C2=NC1=NC=NC(=C1N2)C(=O)NCC2=CC(=CC(=C2)C=2C=NN(C2)C2=CC=C(C=C2)F)F